(S)-2-((4-(6-((5-Fluoro-1-(2-methoxyethyl)-1H-indazol-6-yl)methoxy)pyridine-2-yl)piperidin-1-yl)methyl)-1-(oxetan-2-ylmethyl)-1H-benzo[d]imidazole-6-carboxylic acid FC=1C=C2C=NN(C2=CC1COC1=CC=CC(=N1)C1CCN(CC1)CC1=NC2=C(N1C[C@H]1OCC1)C=C(C=C2)C(=O)O)CCOC